C(CCCCC)C1OC(=CC1=O)C 2-Hexyl-5-methyl-3(2H)-furanone